sodium propoxyl hydroxypropyl thiosulphate S(=S)(=O)(OOCCC)OCCCO.[Na]